N-(2-(benzo[d]thiazole-2-yl)phenyl)-3-phenylprop-2-ene-1-imine S1C(=NC2=C1C=CC=C2)C2=C(C=CC=C2)N=CC=CC2=CC=CC=C2